7-bromo-3-iodo-8-methoxy-imidazo[1,2-a]Pyridine BrC1=C(C=2N(C=C1)C(=CN2)I)OC